CC([O-])CC.CC([O-])CC.CC([O-])CC.[Al+3] aluminum trisec-butoxide